2-(t-butylamino)-2-oxoacetic acid C(C)(C)(C)NC(C(=O)O)=O